NCC=1N=C2N(C=C(C=C2N2C(C[C@@H](C2)O)=O)C2CC2)C1 (S)-1-(2-(aminomethyl)-6-cyclopropyl-imidazo[1,2-a]pyridin-8-yl)-4-hydroxypyrrolidin-2-one